5-chloropentyltri-n-propoxysilane ClCCCCC[Si](OCCC)(OCCC)OCCC